C(C1=CC=CC=C1)OC1=C(C(=C2C=CC(=CC2=C1)NC(CN1CC(C(CC1)C1=CC=C2C(=NN(C2=C1)CC)C1C(NC(CC1)=O)=O)(F)F)=O)F)N1S(NC(C1)=O)(=O)=O N-[7-benzyloxy-5-fluoro-6-(1,1,4-trioxo-1,2,5-thiadiazolidin-2-yl)-2-naphthyl]-2-[4-[3-(2,6-dioxo-3-piperidyl)-1-ethyl-indazol-6-yl]-3,3-difluoro-1-piperidyl]acetamide